Cl.FC1=C(C=CC(=C1)F)N1C(C2=CC=CC=C2C(=N1)N1C[C@@H](CCCC1)NC)=O (R)-2-(2,4-difluorophenyl)-4-(3-(methylamino)azepan-1-yl)phthalazin-1(2H)-one hydrochloride